(4-propylcyclohexyl) sec-butyl fumarate C(\C=C\C(=O)OC(C)CC)(=O)OC1CCC(CC1)CCC